C(C1=CC=C(C=C1)OC)(=O)C(C(C(=O)O)(O)C(C1=CC=C(C=C1)OC)=O)(O)C(=O)O dianisoyl-tartaric acid